(E)-4-(2-(2-acryloyl-2-azaspiro[3.5]non-6-en-7-yl)vinyl)-6-(1-methyl-1H-pyrazol-4-yl)pyrazolo[1,5-a]pyridine-3-carbonitrile C(C=C)(=O)N1CC2(C1)CC=C(CC2)/C=C/C=2C=1N(C=C(C2)C=2C=NN(C2)C)N=CC1C#N